C(CCCCCCCCCCCCC)(=O)Cl tetradecanoyl chloride